(3s,5s)-3-aminomethyl-6-(4-chloro-phenyl)-5-methyl-hexanoic acid NC[C@H](CC(=O)O)C[C@@H](CC1=CC=C(C=C1)Cl)C